OC1(CCCC1)C#CC1=CN=C(C2=CC(=C(C=C12)C(=O)N)OC(C)C)OC[C@H]1NC(CC1)=O (S)-4-((1-hydroxycyclopentyl)ethynyl)-7-isopropoxy-1-((5-oxopyrrolidin-2-yl)methoxy)isoquinoline-6-carboxamide